C(C1=CC=CC=C1)OCCN(CCC(C(=O)O)(CCCC(=O)O)CCCCCCCC)CCO.C[Si](F)(C1=CC=CC=C1)C dimethylphenyl-fluorosilane 2-((2-(benzyloxy)ethyl)(2-hydroxyethyl)amino)ethyl-octyl-adipate